2-(2-carbamoylthiazol-5-yl)-2-oxoethyl (3S,8aR)-7-(6-amino-3-chloro-2-fluorophenyl)-5-oxo-1,2,3,5,8,8a-hexahydroindolizine-3-carboxylate NC1=CC=C(C(=C1C1=CC(N2[C@@H](CC[C@@H]2C1)C(=O)OCC(=O)C1=CN=C(S1)C(N)=O)=O)F)Cl